benzotriazole-1-yloxytris(dimethylamino)phosphonium Hexafluorophosphate F[P-](F)(F)(F)(F)F.N1(N=NC2=C1C=CC=C2)O[P+](N(C)C)(N(C)C)N(C)C